C(C)OC(=O)C1=NN=C(N1)CC1=CC=CC=C1 5-benzyl-4H-1,2,4-triazole-3-carboxylic acid ethyl ester